N-(4-(4-((1-isopropylpiperidin-4-yl)oxy)-3-methyl-1H-pyrazolo[3,4-d]pyrimidin-6-yl)phenyl)pyrrolidine-1-sulfonamide C(C)(C)N1CCC(CC1)OC1=C2C(=NC(=N1)C1=CC=C(C=C1)NS(=O)(=O)N1CCCC1)NN=C2C